ClC=1C=C(C=CC1OC[C@H]1OCCCC1)NC=1C2=C(N=CN1)C=CC(=N2)O[C@@H]2CN(CC2)C(C=C)=O 1-((S)-3-((4-((3-chloro-4-(((S)-tetrahydro-2H-pyran-2-yl)methoxy)phenyl)amino)pyrido[3,2-d]pyrimidin-6-yl)oxy)pyrrolidin-1-yl)prop-2-en-1-one